(R)-8-(4-chloro-2-fluorophenyl)-6-(2,2-dimethyl-6-(1-methyl-1H-pyrazol-4-yl)morpholino)-2,3-dimethylpyrido[3,2-d]pyrimidin-4(3H)-one ClC1=CC(=C(C=C1)C1=CC(=NC2=C1N=C(N(C2=O)C)C)N2CC(O[C@@H](C2)C=2C=NN(C2)C)(C)C)F